O1C(CCCC1)N1N=CC(=C1)C1=CC=C(C=C1)N1CCC(CC1)C(=O)N1CCNCC1 4-(1-(4-(1-(tetrahydro-2H-pyran-2-yl)-1H-pyrazol-4-yl)phenyl)piperidine-4-carbonyl)piperazine